Cl.[C@@H]1(NC[C@H]2[C@@H]1CCC2)C(=O)OCC Ethyl (1S,3aR,6aS)-octahydrocyclopenta[c]pyrrole-1-carboxylate hydrochloride